(S)-N-((2-(6-(6-oxa-2,9-diazaspiro[4.5]decan-2-yl)pyridin-2-yl)-1,6-naphthyridin-7-yl)methyl)-4-methyl-3-(methylsulfonyl)benzamide C1N(CC[C@@]12OCCNC2)C2=CC=CC(=N2)C2=NC1=CC(=NC=C1C=C2)CNC(C2=CC(=C(C=C2)C)S(=O)(=O)C)=O